BrC=1C2=C(C(N(C1)C)=O)N(C(=C2)Cl)S(=O)(=O)C2=CC=C(C=C2)C 4-bromo-2-chloro-6-methyl-1-(4-methylbenzenesulfonyl)pyrrolo[2,3-c]pyridin-7-one